lauric acid, sodium salt [Na+].C(CCCCCCCCCCC)(=O)[O-]